4-(4,6-diphenyl-1,3,5-triazin-2-yl)-3,4',5,6-tetrakis(3-phenyl-9H-carbazol-9-yl)-[1,1'-biphenyl]-2-carbonitrile C1(=CC=CC=C1)C1=NC(=NC(=N1)C1=CC=CC=C1)C=1C(=C(C(=C(C1N1C2=CC=CC=C2C=2C=C(C=CC12)C1=CC=CC=C1)N1C2=CC=CC=C2C=2C=C(C=CC12)C1=CC=CC=C1)C1=CC=C(C=C1)N1C2=CC=CC=C2C=2C=C(C=CC12)C1=CC=CC=C1)C#N)N1C2=CC=CC=C2C=2C=C(C=CC12)C1=CC=CC=C1